B([O-])(O)O.C(C=1C(O)=CC=CC1)(=O)O.C(C=1C(O)=CC=CC1)(=O)O.[K+] potassium bissalicylate borate